5-(1-(2-((tert-butyldimethylsilyl)oxy)ethyl)-1H-pyrazol-4-yl)-2-methoxy-4-morpholinylamine [Si](C)(C)(C(C)(C)C)OCCN1N=CC(=C1)C1COC(CN1N)OC